Nickel zinc Iron oxide [O-2].[Fe+2].[Zn+2].[Ni+2].[O-2].[O-2]